Cl.C1(CCC1)OC=1C=NC=CC1 3-(Cyclobutoxy)pyridine hydrochloride